BrC1=C(C(C(=O)O)=CC=C1)C(=O)O.IC1=C(C(=O)NC2=CC=C(C=C2)C=O)C=CC=C1 2-iodo-N-(4-formylphenyl)benzamide bromophthalate